lithium (trifluoromethylsulfonyl)lithium FC(S(=O)(=O)[Li])(F)F.[Li]